C[C@@H]1C2N=NC(C3=NNC=4C=CC(O[C@@H](CCOCC1)C)=CC34)=C2 (6S,12R)-6,12-dimethyl-9,13-dioxa-4,3,18,19-tetraazatetracyclo[12.5.2.12,5.017,20]docosa-1(19),2(22),3,14(21),15,17(20)-hexaene